ClC1=C(C=CC=C1)C1=CC=C(C=C1)N1N=NC(=C1)C1=CC=CC=C1 1-(2'-Chloro-[1,1'-biphenyl]-4-yl)-4-phenyl-1H-1,2,3-triazol